C(C)(C)(C)OC(=O)N1CC2(CC2)[C@@H]([C@@H]1CC1=C(C(=CC=C1)C1=CC(=CC(=C1)F)F)F)NS(=O)(=O)C(F)F (6S,7S)-7-(difluoromethylsulfonylamino)-6-[[3-(3,5-difluorophenyl)-2-fluoro-phenyl]methyl]-5-azaspiro[2.4]heptane-5-carboxylic acid tert-butyl ester